3-amino-N,N-dimethylaniline NC=1C=C(N(C)C)C=CC1